1,3-dibenzyl-5-methylbenzene C(C1=CC=CC=C1)C1=CC(=CC(=C1)C)CC1=CC=CC=C1